BrC1=CC=C(C=C1)C=1C2=CC=CC=C2C=2C=CC=CC2C1 9-(4-bromo-phenyl)-phenanthrene